C(CCCCCCCCCCCCCCC)[SiH](O[SiH2]O[SiH2]O[SiH2]O[SiH2]O[SiH2]O[SiH2]O[SiH2]O)O hexadecyl-1,15-dihydroxyoctasiloxane